C(C1=CC=CC=C1)N[C@@H]([C@@H](CO)O)C |o1:8,9| rel-(2S,3R)-3-(benzylamino)butane-1,2-diol